2-aminoadenosine-5'-triphosphate P(O)(=O)(OP(=O)(O)OP(=O)(O)O)OC[C@@H]1[C@H]([C@H]([C@@H](O1)N1C=NC=2C(N)=NC(=NC12)N)O)O